5,6-dimethyl-1,2,3-benzotriazole CC1=CC2=C(NN=N2)C=C1C